C(=O)OCCN1C[C@@H](CCC1)NC1=C2C(=C(N=N1)C1=C(C=C(C=C1)C(F)(F)F)OC(F)F)C=NC=C2 2-[(3R)-3-({4-[2-(difluoromethoxy)-4-(trifluoromethyl)phenyl]pyrido[3,4-d]pyridazin-1-yl}amino)piperidin-1-yl]ethan-1-ol formate